2-((2S)-4-(2'-((2-ethylpyridin-3-yl)oxy)-6'-oxo-3,4,5',8'-tetrahydro-2H,6'H-spiro[naphthalene-1,7'-pyrido[3,2-d]pyrimidin]-4'-yl)piperazin-2-yl)acetonitrile C(C)C1=NC=CC=C1OC=1N=C(C2=C(N1)CC1(C(N2)=O)CCCC2=CC=CC=C21)N2C[C@@H](NCC2)CC#N